4-[1-[2-[3-(difluoro-methyl)-5-methyl-pyrazol-1-yl]acetyl]-4-piperidyl]-N-tetralin-1-yl-pyridine-2-carboxamide FC(C1=NN(C(=C1)C)CC(=O)N1CCC(CC1)C1=CC(=NC=C1)C(=O)NC1CCCC2=CC=CC=C12)F